tert-butyl (2-((4-((3,5-dichloro-4-(3-chloropropoxy)phenyl)amino)phenoxy)methyl)allyl)(methylsulfonyl)carbamate ClC=1C=C(C=C(C1OCCCCl)Cl)NC1=CC=C(OCC(CN(C(OC(C)(C)C)=O)S(=O)(=O)C)=C)C=C1